NCC1=CC=C(C=C1)C[C@H](C(=O)N1CCN(CC1)CC1=CC=CC=C1)NC(CC)=O (R)-N-(3-(4-(aminomethyl)phenyl)-1-(4-benzylpiperazin-1-yl)-1-oxopropan-2-yl)propionamide